palladium carbon ruthenium carbon [C].[Ru].[C].[Pd]